N-(4-Carbamoylbenzyl)-1-(2-cyano-4-(6,6-difluoro-3-azabicyclo[3.1.0]hex-3-yl)benzyl)-1H-pyrazole-4-carboxamide C(N)(=O)C1=CC=C(CNC(=O)C=2C=NN(C2)CC2=C(C=C(C=C2)N2CC3C(C3C2)(F)F)C#N)C=C1